C(C)(C)(C)C1=CC=C(C=C1)[C@H]1OC2=C(C(=NC(NS(C=3C=CC=C(C(N[C@@H]1C)=O)C3)(=O)=O)=N2)C2=C(C=CC=C2C)C)F (10R,11R)-10-(4-tert-butylphenyl)-6-(2,6-dimethylphenyl)-7-fluoro-11-methyl-2,2-dioxo-9-oxa-2λ6-thia-3,5,12,19-tetrazatricyclo[12.3.1.14,8]nonadeca-1(18),4(19),5,7,14,16-hexaen-13-one